Tert-butyl 2-(chlorosulfonyl)-7-isopentyl-7,8-dihydro-1,6-naphthyridine-6(5H)-carboxylate ClS(=O)(=O)C1=NC=2CC(N(CC2C=C1)C(=O)OC(C)(C)C)CCC(C)C